F[B-](F)(F)F.N1(N=NC2=C1C=CC=C2)O[C+](N2CCCCC2)N2CCCCC2 (benzotriazole-1-yloxy)dipiperidinocarbenium tetrafluoroborate